ClC1=C(C=CC=C1)C1(C(CCCC1)=O)NC1CC1 2-(2-chlorophenyl)-2-(cyclopropylamino)cyclohexanone